(2-bromoethyl)-1,3-dihydro-2H-indole BrCCN1CCC2=CC=CC=C12